3-methoxy-5-[7-(2-morpholinoethoxy)imidazo[1,2-a]pyridin-3-yl]-N-(2,2,2-trifluoroethyl)pyridine-2-carboxamide COC=1C(=NC=C(C1)C1=CN=C2N1C=CC(=C2)OCCN2CCOCC2)C(=O)NCC(F)(F)F